C1(=CC=CC=2C3=CC=CC=C3CC12)COC(=O)Cl fluorenylmethyl-chloroformate